(4-(4-chloro-7-(2-hydroxy-2-methylpropyl)-7H-pyrrolo[2,3-d]pyrimidin-5-yl)phenyl)carbamic acid tert-butyl ester C(C)(C)(C)OC(NC1=CC=C(C=C1)C1=CN(C=2N=CN=C(C21)Cl)CC(C)(C)O)=O